C(C)(C)(C)OC(=O)N1CC2(C1)CNCCC2 2,6-diazaspiro[3.5]nonane-2-carboxylic acid tert-butyl ester